CC1=CC(OC2=CC=CC=C12)=O 4-methyl-2-oxo-chromen